2-Phenylacetylalanine C1(=CC=CC=C1)CC(=O)N[C@@H](C)C(=O)O